tert-butyl 3-methyl-5-((4-(pyrimidin-2-yl)benzyl)carbamoyl)piperazine-1-carboxylate CC1CN(CC(N1)C(NCC1=CC=C(C=C1)C1=NC=CC=N1)=O)C(=O)OC(C)(C)C